tert-butyl 4-(1-oxo-2,3,4,9-tetrahydro-1H-carbazol-6-yl)-5,6-dihydropyridine-1(2H)-carboxylate O=C1CCCC=2C3=CC(=CC=C3NC12)C1=CCN(CC1)C(=O)OC(C)(C)C